BrC=CC1=CC=CC=C1 β-bromostyrene